divinylbenzenesulphonate C(=C)C=1C(=C(C=CC1)S(=O)(=O)[O-])C=C